BrC1=CC2=C(C3=CC=CC=C3C(=C2C=C1)OC(=O)CCCCC)OC(=O)CCCCC 2-bromo-9,10-bis(n-pentylcarbonyloxy)anthracene